FC(C(=O)O)(F)F.NC=1C=2N(C=C(N1)C)C(=CN2)C=2C=C(C=CC2C([2H])([2H])[2H])S(=O)(=O)NC21CCC(C2)(C1)C#N 3-(8-Amino-6-methylimidazo[1,2-a]pyrazin-3-yl)-N-(4-cyanobicyclo[2.1.1]hexan-1-yl)-4-(methyl-d3)benzenesulfonamide trifluoroacetate salt